NC=1C2=C(N=C(N1)CO)N(C(C2(C)C)=O)C=2C=NC(=CC2)N2C[C@H](O[C@H](C2)C)C 4-amino-7-(6-((2R,6S)-2,6-dimethylmorpholino)pyridin-3-yl)-2-(hydroxymethyl)-5,5-dimethyl-5,7-dihydro-6H-pyrrolo[2,3-d]pyrimidin-6-one